2-hydroxy-5-nitrobenzenesulfonic acid OC1=C(C=C(C=C1)[N+](=O)[O-])S(=O)(=O)O